NCC=1C=C(C=CC1)C1=CC(=CC=2C=COC21)C(CC(=O)OC(C)(C)C)OC2=C(C=CC=C2)CC(=O)OCC tert-butyl 3-(7-(3-(aminomethyl)phenyl)benzofuran-5-yl)-3-(2-(2-ethoxy-2-oxoethyl)phenoxy)propanoate